2-methyl-2-(5-((R)-3-methylmorpholinyl)-3-(1H-pyrazol-5-yl)-1H-pyrazolo[4,3-b]pyridin-7-yl)propionitrile CC(C#N)(C)C1=C2C(=NC(=C1)N1[C@@H](COCC1)C)C(=NN2)C2=CC=NN2